FC=1C(=CC2=C(OCO2)C1)CCN1[C@@H]([C@H]([C@@H]([C@H](C1)O)O)O)C (2R,3R,4R,5S)-1-(2-(6-Fluorobenzo[d][1,3]dioxol-5-yl)ethyl)-2-methylpiperidine-3,4,5-triol